5-[3-(cyclopropylsulfonyl)-5-(4-methylpiperazin-1-yl)phenyl]Pyridin-2-amine C1(CC1)S(=O)(=O)C=1C=C(C=C(C1)N1CCN(CC1)C)C=1C=CC(=NC1)N